1-(oxan-2-yl)-3-(4,4,5,5-tetramethyl-1,3,2-dioxaborolan-2-yl)indazole O1C(CCCC1)N1N=C(C2=CC=CC=C12)B1OC(C(O1)(C)C)(C)C